(E)-3-(4-(((1-(3-Cyano-4-(4-cyano-3-fluorophenyl)-5-(3-hydroxy-4-methylphenyl)pyridin-2-yl)piperidin-4-yl)amino)methyl)phenyl)-N-hydroxyacrylamide formate C(=O)O.C(#N)C=1C(=NC=C(C1C1=CC(=C(C=C1)C#N)F)C1=CC(=C(C=C1)C)O)N1CCC(CC1)NCC1=CC=C(C=C1)/C=C/C(=O)NO